(S)-2-Cyclopropyl-3,3-difluoro-10-((5-fluoro-2-((S)-2-methylmorpholino)pyrimidin-4-yl)amino)-7-methyl-1,2,3,4-tetrahydro-[1,4]oxazepino[2,3-c]chinolin-6(7H)-on C1(CC1)[C@@H]1NC2=C(C(N(C=3C=CC(=CC23)NC2=NC(=NC=C2F)N2C[C@@H](OCC2)C)C)=O)OCC1(F)F